C1(CCCC1)NS(=O)(=O)C1=CC=C(C=C1)NC([C@H](CC1=CC=CC=C1)NC(=O)C1=NC=C(C=C1)F)=O (S)-N-(1-(4-(N-cyclopentylsulfamoyl)phenylamino)-1-oxo-3-phenylprop-2-yl)-5-fluoropyridinamide